O=C1NC(CCC1N1C(C2=CC=CC(=C2C1=O)NCCC1=C(C(=O)N)C=CC=C1)=O)=O (2-((2-(2,6-dioxopiperidin-3-yl)-1,3-dioxoisoindolin-4-yl)amino)ethyl)benzamide